CC1=CC=C(C=C1)S(=O)(=O)ON=C(C#N)C1=CC=CC=C1 α-(p-toluenesulfonyloxyimino)-phenyl-acetonitrile